C(C)[C@H](C(=O)NO)CC(=O)C1=CC2=C([Se]1)C=C(C(=C2)OC)OCCCOC=2C(=C1CN(CC1=CC2OC)C(CCC(=O)NO)=O)F (S)-2-ethyl-4-(6-(3-((4-fluoro-2-(4-(hydroxyamino)-4-oxobutanoyl)-6-methoxyisoindolin-5-yl)oxy)propoxy)-5-methoxybenzo[b]selenophen-2-yl)N-hydroxy-4-oxobutanamide